C(C)(=O)ON(C(C)=O)C(C)=O O,N,N-triacetylhydroxylamine